ClC1=CC=C(S1)CC=1C=CC(=NC1)NC(=O)C1=NN(C(CC1)=O)C N-(5-((5-chlorothiophen-2-yl)methyl)pyridin-2-yl)-1-methyl-6-oxo-1,4,5,6-tetrahydropyridazine-3-carboxamide